(1R,2R)-2-fluoro-N-[3-(6-methoxy-1-[[2-(trimethylsilyl)ethoxy]methyl]indazol-5-yl)-1-[[2-(trimethylsilyl)ethoxy]methyl]pyrrolo[2,3-b]pyridin-6-yl]cyclopropane-1-carboxamide F[C@H]1[C@H](C1)C(=O)NC1=CC=C2C(=N1)N(C=C2C=2C=C1C=NN(C1=CC2OC)COCC[Si](C)(C)C)COCC[Si](C)(C)C